3-[4-[3-[[(3S,4R)-3-Fluoro-4-piperidyl]oxy]prop-1-ynyl]-3-methyl-2-oxo-benzimidazol-1-yl]piperidine-2,6-dione F[C@H]1CNCC[C@H]1OCC#CC1=CC=CC=2N(C(N(C21)C)=O)C2C(NC(CC2)=O)=O